2,6-difluoro-3-(trifluoromethyl)pyridine 2-ethylcaproate C(C)C(C(=O)O)CCCC.FC1=NC(=CC=C1C(F)(F)F)F